OC1=C(C=CC(=C1)C(F)(F)F)C1=C2C(=C(N=N1)NCC1CC(NCC1)=O)C=NC=C2 4-[[[1-[2-hydroxy-4-(trifluoromethyl)phenyl]pyrido[3,4-d]pyridazin-4-yl]amino]methyl]piperidin-2-one